2-(4,4-difluoro-3-methylpiperidin-1-yl)-6,7,8,9-tetrahydro-5H-cyclohepta[b]pyridine-3-carboxamide FC1(C(CN(CC1)C1=C(C=C2C(=N1)CCCCC2)C(=O)N)C)F